ClC1=CC=C(CC2=C(C#N)C=C(C(=C2C#N)O)OC)C=C1 2-(4-chlorobenzyl)-4-hydroxy-5-methoxyisophthalonitrile